C1(CC1)C1=CC(=NN1)NC1=CC(=NC(=N1)N1CCN(CC1)C(C1=CC=C(C=C1)S(=O)(=O)N1N=C(N=C1)C1=CC=CC=C1)=O)C(=O)NCCC 6-((5-cyclopropyl-1H-pyrazol-3-yl)amino)-2-(4-(4-((3-phenyl-1H-1,2,4-triazol-1-yl)sulfonyl)benzoyl)piperazin-1-yl)-N-propylpyrimidine-4-carboxamide